C(C)OC1=C(C(=O)N2CC3N(C(C4=C(NC3=O)C=CC(=C4)C4=CC(=CC=C4)C(F)(F)F)=O)CC2)C=CC=C1 2-(2-ethoxybenzoyl)-8-(3-(trifluoromethyl)phenyl)-1,3,4,12a-tetrahydrobenzo[e]pyrazino[1,2-a][1,4]diazepine-6,12(2H,11H)-dione